N-Laurylsarcosine Sodium Salt [Na+].C(CCCCCCCCCCC)N(C)CC(=O)[O-]